(2S)-N-[(1S)-1-(2-Amino-2-oxo-ethyl)-3-(1-methylpyrazol-3-yl)prop-2-ynyl]-1-[1-[4-(trifluoromethoxy)phenyl]cyclopropanecarbonyl]pyrrolidine-2-carboxamide NC(C[C@@H](C#CC1=NN(C=C1)C)NC(=O)[C@H]1N(CCC1)C(=O)C1(CC1)C1=CC=C(C=C1)OC(F)(F)F)=O